(1R,3R)-6-chloro-1-(2,6-difluoro-4-((1-(3-fluoropropyl)azetidin-3-yl)oxy)phenyl)-2-(2-fluoro-2-methylpropyl)-3-methyl-2,3,4,9-tetrahydro-1H-pyrido[3,4-b]indole ClC=1C=C2C3=C(NC2=CC1)[C@H](N([C@@H](C3)C)CC(C)(C)F)C3=C(C=C(C=C3F)OC3CN(C3)CCCF)F